C1(CC1)C1=CC(=C(C(=C1)F)N1N=C2N=C(NC(C2=C1)=O)C1COCC1)C(F)F 2-[4-cyclopropyl-2-(difluoromethyl)-6-fluorophenyl]-6-(oxolan-3-yl)-2,5-dihydro-4H-pyrazolo[3,4-d]pyrimidin-4-one